FC(C=1C(=C(C=CC1)[C@@H](C)NC=1C2=C(N=CN1)N(C(C(=C2)C2(CCS(CC2)(=O)=N)F)=O)C)F)F 4-{[(1R)-1-[3-(difluoromethyl)-2-fluorophenyl]ethyl]amino}-6-(4-fluoro-1-imino-1-oxo-1λ6-thian-4-yl)-8-methyl-7H,8H-pyrido[2,3-d]pyrimidin-7-one